COC1=NC=CC(=C1)C1=C(C=2CCCC2C=C1)N 5-(2-methoxy-4-pyridyl)indan-4-amine